C(C)(C)C1=C(C(=CC=C1)C(C)C)N=CC(=O)Cl N-(2,6-diisopropylphenyl)iminoacetyl chloride